Cl.FC1=C(C=CC(=C1F)C=1C=NNC1)C1=CC=C(N=N1)N(C1CC(NC(C1)(C)C)(C)C)C 6-[2,3-Difluoro-4-(1H-pyrazol-4-yl)phenyl]-N-methyl-N-(2,2,6,6-tetramethylpiperidin-4-yl)pyridazin-3-amine Hydrochloride